C(CCC)[NH+](CCC1=CC=CC=C1)CCCC Dibutylphenylethylammonium